FC1=CC(=C(C=C1C1=NOC(=C1C)C(F)(F)F)S(=O)(=O)Cl)C 4-fluoro-2-methyl-5-(4-methyl-5-(trifluoromethyl)isoxazol-3-yl)benzenesulfonyl chloride